C(C)C1=C(C=CC(=C1)C)C(C)C 2-ethyl-4-methyl-isopropyl-benzene